NC1(CC1)C(=O)N1CCC2(C[C@@H]2C2=CC=C(C=C2)C2=CC=C(C=C2)C(=O)OC(C)(C)C)CC1 tert-butyl (S)-4'-(6-(1-aminocyclopropane-1-carbonyl)-6-azaspiro[2.5]octan-1-yl)-[1,1'-biphenyl]-4-carboxylate